N-[2-[tert-butyl(dimethyl)silyl]oxy-4-(6-chloro-2-fluoro-3-pyridyl)-4-keto-butyl]carbamic acid tert-butyl ester C(C)(C)(C)OC(NCC(CC(=O)C=1C(=NC(=CC1)Cl)F)O[Si](C)(C)C(C)(C)C)=O